fluoromethyl-oxadiazole FCC=1N=NOC1